7-(4-chlorophenoxy)-8-fluorochroman-4-amine ClC1=CC=C(OC2=CC=C3C(CCOC3=C2F)N)C=C1